ClC1=CC2=C(C(=N1)OC)[C@@]1([C@H]([C@H]([C@](O2)(C1(O)O)C1=CC=C(C=C1)C(F)(F)F)C1=CC=CC=C1)C(=O)OC)O |&1:12| rac-methyl (3S,4S,5R)-8-chloro-5,10,10-trihydroxy-6-methoxy-3-phenyl-2-(4-(trifluoromethyl)phenyl)-2,3,4,5-tetrahydro-2,5-methanooxepino[3,2-c]pyridine-4-carboxylate